octyl pelargonate C(CCCCCCCC)(=O)OCCCCCCCC